(2-(4-fluoro-3-methylphenyl)pyridin-3-yl)-1-(2-morpholinoethyl)-1H-benzo[d]imidazole FC1=C(C=C(C=C1)C1=NC=CC=C1C1=NC2=C(N1CCN1CCOCC1)C=CC=C2)C